COC(=O)C1N(CCCCC1)C(=O)C1(CC1)C1=CC=C(C=C1)OC(F)(F)F 1-[1-[4-(trifluoromethoxy)phenyl]cyclopropanecarbonyl]azepane-2-carboxylic acid methyl ester